4-((1H-pyrazol-1-yl)methyl)benzoic acid N1(N=CC=C1)CC1=CC=C(C(=O)O)C=C1